Tert-butyl (3-(4-(tert-butoxy)phenyl)-1-((2-hydroxyethyl)amino)-1-oxo propan-2-yl)carbamate C(C)(C)(C)OC1=CC=C(C=C1)CC(C(=O)NCCO)NC(OC(C)(C)C)=O